acetoxyacetyl chloride C(C)(=O)OCC(=O)Cl